BrCC(C(=O)N1[C@H](CN(CC1)C=1C2=C(N=C(N1)OC[C@H]1N(CCC1)C)CN(CC2)C2=CC=CC1=CC=CC(=C21)Cl)CC#N)=C 2-((S)-1-(2-(bromomethyl)acryloyl)-4-(7-(8-chloronaphthalen-1-yl)-2-(((S)-1-methylpyrrolidin-2-yl)methoxy)-5,6,7,8-tetrahydropyrido[3,4-d]pyrimidin-4-yl)piperazin-2-yl)acetonitrile